1-(tert-butyloxycarbonyl)-2-(1-methylethenyl-carbonyloxyethyl)-piperidine C(C)(C)(C)OC(=O)N1C(CCCC1)CCOC(=O)C(=C)C